FC1=C(C(=O)N[C@@H](C(=O)N2CCC3(C(CN(C3)C)C3=CC=C(C=C3)F)CC2)C(C)C)C=C(C=C1)F 2,5-difluoro-N-((2R)-1-(4-(4-fluorophenyl)-2-methyl-2,8-diazaspiro[4.5]decan-8-yl)-3-methyl-1-oxobutan-2-yl)benzamide